3-((4-(dimethylphosphoryl)-6-fluoro-1-tosyl-1H-indol-5-yl)oxy)benzothiamide CP(=O)(C)C1=C2C=CN(C2=CC(=C1OC=1C=C(C(N)=S)C=CC1)F)S(=O)(=O)C1=CC=C(C)C=C1